N-[(R)-[4,5-dichloro-2-(prop-2-en-1-yloxy)phenyl](piperidin-4-yl)methyl]-2-methylpropane-2-sulfinamide ClC1=CC(=C(C=C1Cl)[C@H](NS(=O)C(C)(C)C)C1CCNCC1)OCC=C